dimethylaminobenzaldehyde CN(C)C1=C(C=O)C=CC=C1